O=C1N(CCCN1)C1=CC=C(CC(C(=O)OCC)(C(=O)OCC)OC[C@H]2OC([C@@H]([C@]2(C#C)OC(C)=O)OC(C)=O)OC(C)=O)C=C1 diethyl 2-(4-(2-oxotetra-hydropyrimidin-1(2H)-yl)benzyl)-2-(((2R,3R,4R)-3,4,5-triacetoxy-3-ethynyltetrahydrofuran-2-yl)methoxy)malonate